C1(CCC1)CN[C@H]1CN(CCC1)C1=CC=C(CNC(=O)C=2N=C3N(C(C2)=O)C=CC=C3)C=C1 (R)-N-(4-(3-((cyclobutylmethyl)amino)piperidin-1-yl)benzyl)-4-oxo-4H-pyrido[1,2-a]pyrimidine-2-carboxamide